O=C1NC(CCC1NC1=CC(=C(C=C1)C1CCN(CC1)CC(=O)O)S(=O)(=O)F)=O 2-[4-[4-[(2,6-dioxo-3-piperidyl)amino]-2-fluorosulfonyl-phenyl]-1-piperidyl]acetic acid